6,7,8-Trifluoro-5-(methoxy-d1)-4-(4,4,5,5-tetramethyl-1,3,2-dioxaborolan-2-yl)naphthalen-2-amine FC=1C(=C2C(=CC(=CC2=C(C1F)F)N)B1OC(C(O1)(C)C)(C)C)OC[2H]